CN(C(C1=CC=C(C=C1)C=1C(NC2=CC=C(C=C2C1)C1=CC=C(C=C1)N1CCN(CC1)C(C)C)=O)=O)C N,N-dimethyl-4-(2-oxo-6-{4-[4-(propan-2-yl)piperazin-1-yl]phenyl}-1,2-dihydroquinolin-3-yl)benzamide